COC(CC1CCC2(OCCO2)CC1)=O 2-(1,4-dioxaspiro[4.5]dec-8-yl)acetic acid methyl ester